(S)-1-(4-fluorophenyl)-N-(((R)-2-oxooxazolidin-4-yl)methyl)-3,4-dihydroisoquinoline-2(1H)-carboxamide FC1=CC=C(C=C1)[C@@H]1N(CCC2=CC=CC=C12)C(=O)NC[C@H]1NC(OC1)=O